2-chloro-4-[(2-fluoro-6-methoxybenzyl)amino]pyrimidin-5-carboxamide ClC1=NC=C(C(=N1)NCC1=C(C=CC=C1OC)F)C(=O)N